1-(6-chlorothieno[2,3-b]pyridin-2-yl)-3-(difluoromethyl)cyclobutan-1-ol ClC1=CC=C2C(=N1)SC(=C2)C2(CC(C2)C(F)F)O